pyrimidin-4-ylmethanamine N1=CN=C(C=C1)CN